CC1(C(=CCC1)C)CC(=O)OCC(C)C isobutyl (1,2-dimethyl-2-cyclopentenyl)acetate